(4-(benzyloxy)phenyl)-4-(4-(methylsulfonyl)piperazin-1-yl)-7H-pyrrolo[2,3-d]pyrimidine C(C1=CC=CC=C1)OC1=CC=C(C=C1)C=1N=C(C2=C(N1)NC=C2)N2CCN(CC2)S(=O)(=O)C